N1N=CC(=C1)C1=CC=C(C=C1)NC=1C2=C(N=C(N1)C=1C=CC3=C(SC(=C3)C(=O)N3CC(C3)(F)F)C1)C=CS2 (6-(4-((4-(1H-pyrazol-4-yl)phenyl)amino)thieno[3,2-d]pyrimidin-2-yl)benzo[b]thiophen-2-yl)(3,3-difluoroazetidin-1-yl)methanone